CN(C1=CC=CC=2N(C(NC21)=O)C2CCNCC2)C 4-(Dimethylamino)-1-(piperidin-4-yl)-2,3-dihydro-1H-1,3-benzodiazol-2-one